5-cyclohexyl-2,4-diphenylimidazole C1(CCCCC1)C1=C(N=C(N1)C1=CC=CC=C1)C1=CC=CC=C1